FC1=C(C(=CC=C1OC)N1N=NC(=C1)C)CNC(=O)C=1N=C(N(C1)CC=1C=C2CN(CC2=CC1)C(C)C)COC N-{[2-fluoro-3-methoxy-6-(4-methyl-1,2,3-triazol-1-yl)phenyl]methyl}-1-[(2-isopropyl-1,3-dihydroisoindol-5-yl)methyl]-2-(methoxymethyl)imidazole-4-carboxamide